2-(3-bromophenyl)-3-methylcyclopropane-1-carboxylate BrC=1C=C(C=CC1)C1C(C1C)C(=O)[O-]